2,6-bis(bromomethyl)-4-fluoropyridine BrCC1=NC(=CC(=C1)F)CBr